NC1=CC=C(C(=O)OC2CC3C(C[C@H]4[C@@H]5CC[C@H]([C@@H](CCCC(CC(C(=O)[O-])C(=O)C(=O)[O-])C)C)[C@]5(CC[C@@H]4[C@]3(CC2)C)C)OC(C2=CC=C(C=C2)N)=O)C=C1.FC1=C(C(=C(C(=C1[B-](C1=C(C(=C(C(=C1F)F)F)F)F)(C1=C(C(=C(C(=C1F)F)F)F)F)C1=C(C(=C(C(=C1F)F)F)F)F)F)F)F)F.CC1=CC=C(C=C1)[C+](C1=CC=C(C=C1)C)C1=CC=C(C=C1)C.CC1=CC=C(C=C1)[C+](C1=CC=C(C=C1)C)C1=CC=C(C=C1)C.CC1=CC=C(C=C1)[C+](C1=CC=C(C=C1)C)C1=CC=C(C=C1)C tris(4-methylphenyl)carbenium tetrakis(pentafluorophenyl)borate 3,6-bis(4-aminobenzoyloxy)cholestaneoxalacetate